bis[2,2,6,6-tetramethyl-1-(octyloxy)piperidin-4-yl]decanedioate CC1(N(C(CC(C1)OC(CCCCCCCCC(=O)OC1CC(N(C(C1)(C)C)OCCCCCCCC)(C)C)=O)(C)C)OCCCCCCCC)C